4-(3-{5-[(R)-(1,3-dimethyl-azetidin-3-yl)-hydroxy-(4-isopropyl-phenyl)-methyl]-pyridin-3-yl}-[1,2,4]Oxadiazol-5-yl)-piperidine-1-carboxylic acid methyl ester COC(=O)N1CCC(CC1)C1=NC(=NO1)C=1C=NC=C(C1)[C@](C1=CC=C(C=C1)C(C)C)(O)C1(CN(C1)C)C